C(CCC)C1(OC(C2=CC=CC=C12)=O)O 3-butyl-3-hydroxyisobenzofuran-1(3H)-one